trans-(3S,4S)-4-methoxypiperidin COC1CCNCC1